CC=1C=C(COCC=2N=CSC2C(=O)O)C=CC1C(NC1(CC1)C1=CC(=NC2=CC=CC=C12)C=1C=NN(C1)C)=O 4-(((3-methyl-4-((1-(2-(1-methyl-1H-pyrazol-4-yl)quinolin-4-yl)cyclopropyl)carbamoyl)benzyl)oxy)methyl)thiazole-5-carboxylic acid